1-bromo-2-chloro-4-(methoxymethoxy)-benzene BrC1=C(C=C(C=C1)OCOC)Cl